3-amino-6-chloro-N-[1-(2-hydroxyethyl)-4-piperidyl]pyridine-2-carboxamide NC=1C(=NC(=CC1)Cl)C(=O)NC1CCN(CC1)CCO